C(C)C(COC1=C2C(SC=C2)=C(C2=C1SC=C2)OCC(CCCC)CC)CCCC 4,8-di-(2-ethylhexyloxy)-benzo[1,2-b:4,5-b']dithiophene